(isoindolin-2-yl)-7-(1H-pyrazol-4-yl)-N-(3-(trifluoromethoxy)phenyl)pyrazolo[1,5-a]pyrimidine-2-carboxamide C1N(CC2=CC=CC=C12)C=1C(=NN2C1N=CC=C2C=2C=NNC2)C(=O)NC2=CC(=CC=C2)OC(F)(F)F